C1(=CC(=CC=C1)CN1CC2(CC1)CCN(CC2)C(=O)N2N=C(C=C2)C(=O)O)C2=CC=CC=C2 1-(2-([1,1'-biphenyl]-3-ylmethyl)-2,8-diazaspiro[4.5]decane-8-carbonyl)-1H-pyrazole-3-carboxylic acid